C1CCC2=C(C=CC=C12)C1=CCCNC1 5-indan-4-yl-1,2,3,6-tetrahydropyridine